7,8,9,11,12,13,14,15,16,17-decahydro-6H-cyclopenta[a]phenanthren-3-yl-4-(2-oxo pyrrolidin-1-yl)piperidine-1-carboxylate C1=CC(=CC=2CCC3C4CCCC4CCC3C12)OC(=O)N1CCC(CC1)N1C(CCC1)=O